hydrogen glutaconate C(C=CCC(=O)[O-])(=O)O